5-[4-[[[(3S)-1-cyclopropyl-sulfonyl-3-piperidyl]amino]methyl]-2-fluoro-6-hydroxy-phenyl]-1,1-dioxo-1,2,5-thiadiazolidin-3-one C1(CC1)S(=O)(=O)N1C[C@H](CCC1)NCC1=CC(=C(C(=C1)O)N1CC(NS1(=O)=O)=O)F